(S)-2-Methyl-5-((1-(methyl-d3)azetidin-2-yl)methoxy)-N-(1-(7-(thiazol-2-yl)quinolin-5-yl)cyclopropyl)benzamide CC1=C(C(=O)NC2(CC2)C2=C3C=CC=NC3=CC(=C2)C=2SC=CN2)C=C(C=C1)OC[C@H]1N(CC1)C([2H])([2H])[2H]